The molecule is a polyprenyl phospho oligosaccharide that consists of an alpha-D-Gal-(1->3)-alpha-D-GlcNAc moiety linked via a diphospho group to ditrans,octacis-undecaprenol. It is a conjugate acid of an alpha-D-Gal-(1->3)-alpha-D-GlcNAc-diphospho-ditrans,octacis-undecaprenol(2-). CC(=CCC/C(=C/CC/C(=C/CC/C(=C\\CC/C(=C\\CC/C(=C\\CC/C(=C\\CC/C(=C\\CC/C(=C\\CC/C(=C\\CC/C(=C\\COP(=O)(O)OP(=O)(O)O[C@@H]1[C@@H]([C@H]([C@@H]([C@H](O1)CO)O)O[C@@H]2[C@@H]([C@H]([C@H]([C@H](O2)CO)O)O)O)NC(=O)C)/C)/C)/C)/C)/C)/C)/C)/C)/C)/C)C